C(C)S(=O)(=O)N[C@@H]1[C@@H](N(CC1(F)F)C(=O)OC(C)(C)C)CC1=C(C(=CC=C1)B1OC(C(O1)(C)C)(C)C)F tert-butyl (2S,3R)-3-[(ethanesulfonyl)amino]-4,4-difluoro-2-{[2-fluoro-3-(4,4,5,5-tetramethyl-1,3,2-dioxaborolan-2-yl)phenyl]methyl}pyrrolidine-1-carboxylate